BrC=1C=C(C=C(C1F)Br)NS(=O)(=O)C N-(3,5-dibromo-4-fluorophenyl)methanesulfonamide